C(=O)(O)CCS(=O)C(=S)S(=O)C(C(=O)O)C 2-{[(2-carboxyethyl)sulfinylthiocarbonyl]sulfinyl}propionic acid